O[C@@H](CCN1C(N(C(C2=CC(=CC=C12)C(F)(F)F)=O)C1=CN=CC2=CC=CC=C12)=O)C 1-((R)-3-hydroxybutyl)-3-(isoquinolin-4-yl)-6-(trifluoromethyl)quinazoline-2,4(1H,3H)-dione